ClC=1C=CC(=NC1)COC1=NN=C(S1)N 5-((5-chloropyridin-2-yl)methoxy)-1,3,4-thiadiazol-2-amine